(S)-4-(3-(tert-butoxy)-2-((tert-butoxycarbonyl)amino)-3-oxopropyl)phenyl pyrrolidine-1-carboxylate N1(CCCC1)C(=O)OC1=CC=C(C=C1)C[C@@H](C(=O)OC(C)(C)C)NC(=O)OC(C)(C)C